7-[6-[(1R,3S,5S)-8-azabicyclo[3.2.1]octan-3-yloxy]pyridazin-3-yl]-4-(1H-pyrazol-4-yl)-1H-indazole [C@H]12CC(C[C@H](CC1)N2)OC2=CC=C(N=N2)C=2C=CC(=C1C=NNC21)C=2C=NNC2